C(CCCCCC)OC(COC(CCSSCCC(OCCCC(OC(OCCCN(CC)CC)=O)CCCCCCCC\C=C/C\C=C/CCCCC)=O)=O)OCCCCCCC 2,2-bis(heptyloxy)ethyl-3-((3-ethyl-10-((9Z,12Z)-octadeca-9,12-dien-1-yl)-8,15-dioxo-7,9,14-trioxa-3-azaheptadecan-17-yl)disulfanyl)propanoate